OCCS(=O)(=O)NC1=CC(=C(C(=O)NC2=CC(=CC=C2)N2C[C@H](OCC2)C)C=C1)N1CCC2(CC2)CC1 (R)-4-((2-hydroxy-ethyl)sulfonamido)-N-(3-(2-methyl-morpholino)phenyl)-2-(6-azaspiro[2.5]octan-6-yl)benzamide